N-(4-((2-(1,1-difluoroethyl)-6-methylpyrimidin-4-yl)amino)-5-((5-methyl-1,2,4-oxadiazol-3-yl)methoxy)pyridin-2-yl)acetamide FC(C)(F)C1=NC(=CC(=N1)NC1=CC(=NC=C1OCC1=NOC(=N1)C)NC(C)=O)C